[Cl-].S1[NH+]=NC=C1 thiadiazolium chloride